COC1=C(CN(S(=O)(=O)C2=C(C=C(C=C2)N2C[C@@](CCC2)(CCC2=CC(=CC=C2)C(F)(F)F)N(C)CCN(C)C)F)C2=NC=NC=C2)C=CC(=C1)OC (S)-N-(2,4-dimethoxybenzyl)-4-(3-((2-(dimethylamino)ethyl)(methyl)amino)-3-(3-(trifluoromethyl)-phenethyl)piperidin-1-yl)-2-fluoro-N-(pyrimidin-4-yl)benzenesulfonamide